2-(3-hydroxy-3-methyl-butyl)-6-[[6-(trifluoromethyl)pyridine-2-carbonyl]amino]imidazo[1,2-a]pyridine OC(CCC=1N=C2N(C=C(C=C2)NC(=O)C2=NC(=CC=C2)C(F)(F)F)C1)(C)C